C(C)(C)C1=NNC(=C1NC(=O)C1=NN(C(=CC1=O)C)C1=CC=CC=C1)C(C)C N-(3,5-diisopropyl-1H-pyrazol-4-yl)-6-methyl-4-oxo-1-phenyl-1,4-dihydropyridazine-3-carboxamide